C(C)(=O)OC([C@@H](O)C1=CC=CC=C1)=O (S)-O-acetyl-mandelic acid